C(C(=C)C)(=O)O.C(C(=C)C)(=O)O.C(C(=C)C)(=O)O.C(O)C(C(CO)(CO)CO)C Tetramethylolpropane trimethacrylate